ClC1C2(C(N(C(C(CN1CC1=NC=CC=C1)(C2(O)O)C(=O)[O-])(C2=NC=CC=C2)C)C)(C2=NC=CC=C2)C)C(=O)[O-] chloro(dimethyl-9,9-dihydroxy-3-methyl-2,4-di-(2-pyridyl)-7-(pyridin-2-ylmethyl)-3,7-diazabicyclo[3.3.1]nonan-1,5-dicarboxylat)